N=1N=CN2C=3C=CC=CC3C=3C=CC=CC3C21 1,2,4-triazolo[4,3-f]phenanthridine